4-iodo-N-(prop-2-yn-1-yl)benzamide IC1=CC=C(C(=O)NCC#C)C=C1